C(CC1=CC=CC=C1)C1(CCN(CC1)CC1=CC=C(C=C1)NC(CC)=O)C1=NC=CC=C1 N-(4-((4-phenethyl-4-(pyridin-2-yl)piperidin-1-yl)methyl)phenyl)propionamide